C(#N)C[C@@H]1N(CCN(C1)C=1C2=C(N=C(N1)OC[C@H]1N(CC(C1)(F)F)C)CN(CC2)C2=CC=CC1=CC=CC(=C21)C)C(=O)OCC2=CC=CC=C2 benzyl (2S)-2-(cyanomethyl)-4-[2-[[(2S)-4,4-difluoro-1-methylpyrrolidin-2-yl]methoxy]-7-(8-methyl-1-naphthyl)-6,8-dihydro-5H-pyrido[3,4-d]pyrimidin-4-yl]piperazine-1-carboxylate